(4-(9-carbazolyl)phenyl)amine C1=CC=CC=2C3=CC=CC=C3N(C12)C1=CC=C(C=C1)N